BrC1=C(C=C(C=C1)OC)C(F)(F)F 1-bromo-4-methoxy-2-(trifluoromethyl)benzene